C(CCCCCCCCCCCCCCCC)SSCCC(=O)OCC(CN(C)C)OC(CCSSCCCCCCCCCCCCCCCCC)=O 3-(dimethylamino)propane-1,2-diyl bis(3-(heptadecyldisulfanyl)propanoate)